FC1=C2C=CNC2=CC(=C1OC=1C=CC(=C(C1)C=1NC=C(N1)[C@@H]1CCOC2=C(C=CC=C12)CC(=O)OCC)F)F ethyl 2-[(4R)-4-[2-[5-[(4,6-difluoro-1H-indol-5-yl)oxy]-2-fluoro-phenyl]-1H-imidazol-4-yl]chroman-8-yl]acetate